C(C)(C)(C)OC(=O)N[C@H](C(=O)O)C1CCC(CC1)C(F)F (S)-2-((tert-butoxycarbonyl)amino)-2-(4-(difluoromethyl)cyclohexyl)acetic acid